ClC=1C(=NC=CN1)C(O)C1=CC(=C(C=C1)F)C1=NC=NC2=CC(=CC=C12)N1CCOCC1 (3-Chloro-pyrazin-2-yl)-[4-fluoro-3-(7-morpholin-4-yl-quinazolin-4-yl)phenyl]-methanol